CC(CC)C(CCC)C(C(C(C(=O)[O-])(C(C(CC)C)CCC)C(C(CC)C)CCC)(O)C(=O)[O-])C(=O)[O-] Tri(3-methyl-4-heptyl)citrat